COC(C(C)F)=O fluoropropionic acid methyl ester